1-(tert-butyl) 3-ethyl 3-aminoazetidine-1,3-dicarboxylate NC1(CN(C1)C(=O)OC(C)(C)C)C(=O)OCC